ClC1=NC(=NC(=C1)C1=CC=CC=C1)C1=CC=CC=C1 4-chloro-2,6-diphenyl-pyrimidine